C1C(=O)NC2=C(C=C(C=C2)Cl)C(=N1)C3=CC=CC=C3 The molecule is a 1,4-benzodiazepinone having phenyl and chloro substituents at positions 5 and 7 respectively; it has anticonvulsant, anxiolytic, muscle relaxant and sedative properties but is used primarily in the treatment of anxiety. It has a role as a GABA modulator, an anxiolytic drug, an anticonvulsant, a sedative and a human metabolite. It is a 1,4-benzodiazepinone and an organochlorine compound.